[I].COC1=CC=C(CCN)C=C1 4-methoxyphenethylamine iodine